8-(4-Methoxyphenyl)-2-methyl-3-(3-(1,2,3,4-tetrahydroisoquinoline-2-carbonyl)phenyl)-5,6-dihydro-2H-2,6-methanobenzo[g][1,3,5]oxadiazocin-4(3H)-one COC1=CC=C(C=C1)C=1C=CC2=C(C3NC(N(C(O2)(C3)C)C3=CC(=CC=C3)C(=O)N3CC2=CC=CC=C2CC3)=O)C1